7-(2,3-dihydrobenzo[b][1,4]dioxin-6-yl)-2-morpholino-4H-chromen-4-one O1C2=C(OCC1)C=C(C=C2)C2=CC=C1C(C=C(OC1=C2)N2CCOCC2)=O